Cl.Cl.N[C@H](CCNCC1CC1)C [(3S)-3-Aminobutyl](cyclopropylmethyl)amine dihydrochloride